ClC1=CC(=C(C=C1)[C@H]1C=CC=2C=CC=3CCN(C(C3C2O1)C)CC1=NC2=C(N1C[C@H]1OCC1)C=C(C=C2OC)C(=O)O)F 2-(((2R)-2-(4-chloro-2-fluorophenyl)-10-methyl-7,10-dihydro-2H-pyrano[3,2-H]isoquinolin-9(8H)-yl)methyl)-4-methoxy-1-(((S)-oxetan-2-yl)methyl)-1H-benzo[d]imidazole-6-carboxylic acid